CN1N=CC(=C1)C=1C=C2C=C(N=CC2=CC1)NC(=O)C1=CC(=NC=C1)N1CCC(CC1)NC(OC(C)(C)C)=O tert-butyl (1-(4-((6-(1-methyl-1H-pyrazol-4-yl)isoquinolin-3-yl)carbamoyl)pyridin-2-yl)piperidin-4-yl)carbamate